N1=CN=C(C=C1)N1CC(C1)CC=O 2-[1-(pyrimidin-4-yl)azetidin-3-yl]ethanone